dithieno[3,4-b:3',4'-d]thiophen C=1SC=C2SC=3C(C21)=CSC3